dinitro-1,3-benzenedicarboxylic acid [N+](=O)([O-])C1=CC(=C(C=C1C(=O)O)C(=O)O)[N+](=O)[O-]